CC(C(=O)N[C@H]1C[C@H](NCC1)C)(COC1=NC=CC=C1C(F)(F)F)C 2,2-dimethyl-N-((2r,4r)-2-methylpiperidin-4-yl)-3-((3-(trifluoromethyl)pyridin-2-yl)oxy)propanamide